FC(CC1=C(C(=CC=C1)C(F)(F)F)S(=O)(=O)Cl)F 2-(2,2-difluoroethyl)-6-trifluoromethylbenzenesulfonyl chloride